N1=C(C=NC=C1)C=1C(=NC=CC1)N1CCN(CC1)[C@H]1CC2(CN(C2)C(=O)OCC#CC)CC1 but-2-ynyl (6R)-6-[4-(3-pyrazin-2-yl-2-pyridyl)piperazin-1-yl]-2-azaspiro[3.4]-octane-2-carboxylate